N-((1H-imidazol-4-yl)methyl)-4-(8,9,10,11-tetrahydro-3H-pyrazolo[4,3-a]phenanthridin-7-yl)benzamide N1C=NC(=C1)CNC(C1=CC=C(C=C1)C1=NC2=CC=C3C(=C2C=2CCCCC12)C=NN3)=O